BrC=1C=CC(=NC1)N1CCC(CC1)NC(OC(C)(C)C)=O tert-butyl (1-(5-bromopyridin-2-yl) piperidin-4-yl)carbamate